CS(=O)(=O)CCN1CCN(CC1)CCC(=O)N 3-[4-(2-methylsulfonylethyl)piperazin-1-yl]propionamide